2-(Trimethylsilyl)benzenesulfonyl fluoride C[Si](C1=C(C=CC=C1)S(=O)(=O)F)(C)C